N-(3-chloro-5-methylsulfonylphenyl)-5-(phenylamino)-2H-pyrazole-3-carboxamide ClC=1C=C(C=C(C1)S(=O)(=O)C)NC(=O)C=1NN=C(C1)NC1=CC=CC=C1